COC(=O)C1=CC=C(C2=CC=CC=C12)B(O)O (4-Methoxycarbonylnaphthalen-1-yl)boronic acid